N-(cyanomethyl)-pyrrolidinium triflate [O-]S(=O)(=O)C(F)(F)F.C(#N)C[NH+]1CCCC1